N-(5-(1-ethoxyvinyl)-6-fluoropyridin-2-yl-4-d)acetamide C(C)OC(=C)C=1C(=CC(=NC1F)NC(C)=O)[2H]